5-(Trifluoromethyl)-1H-pyrrolo[2,3-b]pyridine-4-thiol FC(C1=C(C2=C(N=C1)NC=C2)S)(F)F